3-[((benzylthio)carbonyl)thio]propanoic acid C(C1=CC=CC=C1)SC(=O)SCCC(=O)O